5-(((R)-1-((R)-2-(2-aminoethyl)-5-fluoro-2-methyl-2,3-dihydrobenzofuran-7-yl)ethyl)amino)pyrazolo[1,5-a]pyrimidine-3-carboxylic acid NCC[C@@]1(OC2=C(C1)C=C(C=C2[C@@H](C)NC2=NC=1N(C=C2)N=CC1C(=O)O)F)C